FC=1C=C(C=CC1N1CCC(CC1)N(CC)CC)C1(NNC(=N1)N)N 3-(3-fluoro-4-(4-(diethylamino)piperidin-1-yl)phenyl)-1H-1,2,4-triazole-3,5-diamine